6-((4-cyano-3-methylbenzofuran-7-yl)methoxy)-3',6'-Dihydro-[2,4'-bipyridine] C(#N)C1=CC=C(C2=C1C(=CO2)C)COC2=CC=CC(=N2)C=2CC=NCC2